4-((S)-4-(2-fluoroacryloyl)-2-methylpiperazin-1-yl)-6-fluoro-2-(((S)-1-methylpyrrolidin-2-yl)methoxy)pyridin FC(C(=O)N1C[C@@H](N(CC1)C1=CC(=NC(=C1)F)OC[C@H]1N(CCC1)C)C)=C